FC=1C=C(C(=C(C1)O)C1=CC2=C(N=N1)N(C=C2C)C2CC(C2)(C)O)C 5-fluoro-2-[7-(cis-3-hydroxy-3-methylcyclobutyl)-5-methyl-7H-pyrrolo[2,3-c]pyridazin-3-yl]-3-methylphenol